N1(CCC1)C(=O)C1=CNC2=NC=C(N=C21)N(C2CCN(CC2)C(C=C)=O)C 1-(4-{[7-(azetidin-1-ylcarbonyl)-5H-pyrrolo[2,3-b]pyrazin-2-yl](methyl)amino}piperidin-1-yl)prop-2-en-1-one